3-(phenylmercapto)propyltrimethoxysilane C1(=CC=CC=C1)SCCC[Si](OC)(OC)OC